ClC=1C=C(C=CC1F)NC(=O)C1=C(N=C2N1CCN(C2)C(=O)OC(C)(C)C)C2CC1CC(CC1C2)=O tert-butyl 3-((3-chloro-4-fluorophenyl)carbamoyl)-2-(5-oxooctahydro-pentalen-2-yl)-5,6-dihydroimidazo[1,2-a]pyrazine-7(8H)-carboxylate